C(C)OC([C@@H](NC(C1=CC=C(C=C1)NC)=O)CCC(=O)OCC)=O N-[4-METHYLAMINOBENZOYL]-L-GLUTAMIC ACID DIETHYL ESTER